2,6-dimethyl-3,6-dihydro-2H-pyran-4-yl trifluoromethanesulfonate FC(S(=O)(=O)OC=1CC(OC(C1)C)C)(F)F